Dichloro-5,12-dibenzyl-1,5,8,12-tetraazabicyclo[6.6.2]hexadecane manganese (II) [Mn+2].ClC1(N2CCN(CCCN(CCN(CC1)CC1=CC=CC=C1)CC2)CC2=CC=CC=C2)Cl